4-trifluoromethoxy-4'-methacryloxyazobenzene FC(OC1=CC=C(C=C1)N=NC1=CC=C(C=C1)OC(C(=C)C)=O)(F)F